8-Cyclopentyl-2-((2-methoxy-4-(4-methylpiperazin-1-yl)phenyl)amino)-6-methylpyrido[2,3-d]pyrimidine-7(8H)-one C1(CCCC1)N1C(C(=CC2=C1N=C(N=C2)NC2=C(C=C(C=C2)N2CCN(CC2)C)OC)C)=O